1-((3,3-Difluoro-1-methylcyclobutyl)methyl)-4-(difluoromethyl)-3-(1-fluorocyclopropyl)-N-(3-(methylthio)phenyl)-1H-pyrazole-5-carboxamide FC1(CC(C1)(C)CN1N=C(C(=C1C(=O)NC1=CC(=CC=C1)SC)C(F)F)C1(CC1)F)F